CS(=O)(=O)C=1C=C2C=CNC2=CC1 5-(methylsulfonyl)-1H-indole